5-((6,6-dimethylpiperidin-3-yl)amino)-3-isopropylpyrazolo[1,5-a]pyrimidine CC1(CCC(CN1)NC1=NC=2N(C=C1)N=CC2C(C)C)C